FC1=CC=C(C=C1)C(C(=O)O)CO 2-(4-fluorophenyl)-3-hydroxypropionic acid